5-(3-ethyl-2-methyl-3H-imidazo[4,5-b]pyridin-5-yl)-N-(2,2,2-trifluoroethyl)pyrrolo[2,1-f][1,2,4]triazin-2-amine C(C)N1C(=NC=2C1=NC(=CC2)C=2C=CN1N=C(N=CC12)NCC(F)(F)F)C